1α-Isopropyl-1,3,4,5,6,11b-Hexahydro-2H-11-oxa-4a-aza-benzo[a]fluoren-1-ol C(C)(C)C1(CCCN2C1C=1OC3=CC=CC=C3C1CC2)O